N1(C=NC=C1)C1=CC=C(\C=N\NC2=CC=NC3=CC(=CC=C23)F)C=C1 (E)-4-(2-(4-(1H-imidazol-1-yl)benzylidene)hydrazino)-7-fluoroquinoline